γ-Hydroxybutyrate OCCCC(=O)[O-]